1,3-dimethyl-1-cyclohexyl methacrylate C(C(=C)C)(=O)OC1(CC(CCC1)C)C